BrC1=CC2=C(N=C(N=C2N[C@H](C)C2=CC(=CC(=C2)C(F)(F)F)[N+](=O)[O-])C)N=C1Cl (R)-6-bromo-7-chloro-2-methyl-N-(1-(3-nitro-5-(trifluoromethyl)phenyl)ethyl)pyrido[2,3-d]Pyrimidine-4-amine